vinylnaphthalenecarboxylic acid C(=C)C1=C(C2=CC=CC=C2C=C1)C(=O)O